carboxybenzisothiazolinone C(=O)(O)C1=NS(C2=C1C=CC=C2)=O